C(C)N(C=N)C N1-ethyl-N-methylimidoformamid